ClC1=C(C=CC(=C1)F)N1C(N=C2C(C1=O)=CC=CN2CC2=CN=C(S2)Cl)=O 3-(2-chloro-4-fluorophenyl)-8-((2-chlorothiazol-5-yl)methyl)pyrido[2,3-d]pyrimidin-2,4(3H,8H)-dione